N-(5-(4-(4-(1-acryloylazetidin-3-yl)piperazin-1-yl)quinazolin-6-yl)-2-methoxypyridin-3-yl)-2,4-difluorobenzene-sulfonamide C(C=C)(=O)N1CC(C1)N1CCN(CC1)C1=NC=NC2=CC=C(C=C12)C=1C=C(C(=NC1)OC)NS(=O)(=O)C1=C(C=C(C=C1)F)F